ClC1=NC=2N(C(=C1)SC)N=CC2C(C)C 5-chloro-3-isopropyl-7-(methylthio)pyrazolo[1,5-a]Pyrimidine